ClC1=CC=C(C(=N1)C(=O)O)NC(C)C1=C2N=C(C(=NC2=CC(=C1)C)C#N)N1CC2(COC2)C1 6-chloro-3-((1-(2-cyano-7-methyl-3-(2-oxa-6-azaspiro[3.3]heptan-6-yl)quinoxalin-5-yl)ethyl)amino)picolinic acid